NCCNCCC[Si](OC)(OC)C N-(2-Aminoethyl)-3-aminopropyl-methyldimethoxysilan